(((3-chloro-4-ethynyl-1,2-phenylene)bis(oxy))bis(methylene))bis(methoxybenzene) ClC=1C(=C(C=CC1C#C)OCC1=C(C=CC=C1)OC)OCC1=C(C=CC=C1)OC